CCCC(CCCC)C(=O)Cl Octane-4-carbonyl chloride